6-bromo-7,8-difluoro-2-(4-oxopentyl)isoquinolin-1-one BrC=1C=C2C=CN(C(C2=C(C1F)F)=O)CCCC(C)=O